2-Cyclohexylcarbonyl-2-(p-toluenesulfonyl)propane tert-butyl-N-[[(2S)-morpholin-2-yl]methyl]carbamate C(C)(C)(C)OC(NC[C@@H]1CNCCO1)=O.C1(CCCCC1)C(=O)C(C)(C)S(=O)(=O)C1=CC=C(C)C=C1